methyl (S)-3-(9-((4-(aminomethyl)-2-methylphenyl)carbamoyl)-5-methyl-4,5-dihydrobenzo[b]thieno[2,3-d]oxepin-8-yl)-6-(propylcarbamoyl)picolinate NCC1=CC(=C(C=C1)NC(=O)C1=CC2=C(O[C@H](CC3=C2SC=C3)C)C=C1C=1C(=NC(=CC1)C(NCCC)=O)C(=O)OC)C